3-methoxy-N-(2-methoxyethyl)-N-methyl-4-((3-(4-((tetrahydro-2H-pyran-4-yl)amino)-1-(2,2,2-trifluoroethyl)-1H-indol-2-yl)prop-2-yn-1-yl)amino)benzenesulfonamide COC=1C=C(C=CC1NCC#CC=1N(C2=CC=CC(=C2C1)NC1CCOCC1)CC(F)(F)F)S(=O)(=O)N(C)CCOC